5-amino-3-(7-((5-fluoro-2-methoxybenzamido)methyl)-1H-indazol-4-yl)-1-(oxetan-3-yl)-1H-pyrazole-4-carboxamide NC1=C(C(=NN1C1COC1)C1=C2C=NNC2=C(C=C1)CNC(C1=C(C=CC(=C1)F)OC)=O)C(=O)N